2-(4-chloro-3-fluorophenoxy)-N-(3-{2-[6-(trifluoromethyl)pyridin-3-yl]acetamido}bicyclo[1.1.1]pentan-1-yl)acetamide ClC1=C(C=C(OCC(=O)NC23CC(C2)(C3)NC(CC=3C=NC(=CC3)C(F)(F)F)=O)C=C1)F